(S)-4-ethyl-8-fluoro-4-hydroxy-9-methyl-11-(piperidin-1-yl-methyl)-1,12-dihydro-14H-pyrano[3',4':6,7]indolizino[1,2-b]quinoline-3,14(4H)-dione C(C)[C@]1(C(OCC=2C(N3CC=4C(=NC=5C=C(C(=CC5C4CN4CCCCC4)C)F)C3=CC21)=O)=O)O